tert-butyl (5-(5H-imidazo[5,1-a]isoindol-5-yl)-4-oxo-4,5,6,7-tetrahydropyrazolo[1,5-a]pyridin-2-yl)carbamate C=1N=CN2C1C1=CC=CC=C1C2C2C(C=1N(CC2)N=C(C1)NC(OC(C)(C)C)=O)=O